C(C1=CC=CC=C1)OC1=CC=C(C2=CC=CC=C12)C1=C(C=CC=C1)Br 1-(benzyloxy)-4-(2-bromophenyl)naphthalene